(S)-1-(3-chlorophenyl)-2-((R)-3-((4-(methylsulfonyl)phenoxy)methyl)piperidin-1-yl)ethanol ClC=1C=C(C=CC1)[C@@H](CN1C[C@@H](CCC1)COC1=CC=C(C=C1)S(=O)(=O)C)O